Cl.Cl.CN1CC(C1)OC1=CC=C(C=C1)C1=CC=C2CNC(C2=C1)=O 6-[4-(1-methylazetidin-3-yl)oxyphenyl]isoindolin-1-one, dihydrochloride